2,5-dimethoxybenzyl alcohol COC1=C(CO)C=C(C=C1)OC